N1(CCCC1)C1=CC=C(C=C1)/N=N/C=1SC2C(N1)SC(=C2)/N=N/C2=CC=C(C=C2)O 4-[(E)-(2-{(E)-[4-(pyrrolidin-1-yl)phenyl]diazenyl}-3a,6a-dihydrothieno[2,3-d][1,3]thiazol-5-yl)diazenyl]phenol